tert-butyl 6-(3-(6-morpholino-1H-benzo[d]imidazol-2-yl)-1H-indazole-5-carbonyl)-2,6-diazaspiro[3.3]heptane-2-carboxylate O1CCN(CC1)C=1C=CC2=C(NC(=N2)C2=NNC3=CC=C(C=C23)C(=O)N2CC3(CN(C3)C(=O)OC(C)(C)C)C2)C1